tert-butyl 3-((4-hydroxyquinazolin-6-yl) amino)azetidine-1-carboxylate OC1=NC=NC2=CC=C(C=C12)NC1CN(C1)C(=O)OC(C)(C)C